ClC=1C(=C(C=CC1F)N(C(=O)C1N(C(N(C1)C(=O)[O-])=O)C(=O)[O-])C)F 4-((3-chloro-2,4-difluorophenyl)(methyl)carbamoyl)-2-oxoimidazolidine-1,3-dicarboxylate